N,N-dimethyl-2,7-diazaspiro[3.5]nonane-2-carboxamide bistrifluoroacetate FC(C(=O)O)(F)F.FC(C(=O)O)(F)F.CN(C(=O)N1CC2(C1)CCNCC2)C